C(OCCCCOOC(C)(C)CCC)([O-])=O t-hexylperoxyn-butyl monocarbonate